C(C)C1=NC(=NC=C1S(=O)(=O)N1CC2(C1)CN(C2)C2CC1(COC1)C2)C(F)(F)F 2-[4-ethyl-2-(trifluoromethyl)pyrimidin-5-yl]sulfonyl-6-(2-oxaspiro[3.3]heptan-6-yl)-2,6-diazaspiro[3.3]heptane